N-(3-((1,2,3,4-tetrahydroacridin-9-yl)amino)propyl)pyrrolidine-3-carboxamide C1CCCC2=NC3=CC=CC=C3C(=C12)NCCCNC(=O)C1CNCC1